S1C(=NC2=C1C=CC=C2)NC(=O)C=2C=CC=C1CCN(CC21)C(=O)OC(C)(C)C tert-butyl 8-(1,3-benzothiazol-2-ylcarbamoyl)-3,4-dihydro-1H-isoquinoline-2-carboxylate